tert-butyl N-{4-[4-(4-fluorophenyl)-1-[2-(morpholin-4-yl)-2-oxoethyl]-1H-imidazol-5-yl]pyridin-2-yl}carbamate FC1=CC=C(C=C1)C=1N=CN(C1C1=CC(=NC=C1)NC(OC(C)(C)C)=O)CC(=O)N1CCOCC1